CC1(OB(OC1(C)C)C1=CN(C2=CC=CC=C12)S(=O)(=O)C1=CC=C(C)C=C1)C 3-(4,4,5,5-tetramethyl-1,3,2-dioxaborolan-2-yl)-1-tosyl-1H-indole